4-chloro-2-fluoro-1-mesyl-benzene ClC1=CC(=C(C=C1)S(=O)(=O)C)F